2-bromo-1H-indole-3-carbaldehyde oxime BrC=1NC2=CC=CC=C2C1C=NO